ClC=1C=C2C(=NC1OC)C(=C(N2C)C=2NC(=NN2)[C@H](C(F)(F)F)O)N2C=NC=C2 (R)-1-(5-(6-chloro-3-(1H-imidazol-1-yl)-5-methoxy-1-methyl-1H-pyrrolo[3,2-b]pyridin-2-yl)-4H-1,2,4-triazol-3-yl)-2,2,2-trifluoroethan-1-ol